tert-butyl 3-[(3-bromo-2-pyridyl)oxy]azetidine-1-carboxylate BrC=1C(=NC=CC1)OC1CN(C1)C(=O)OC(C)(C)C